7-bromo-5-(methoxymethoxy)-1-methyl-1H-indole BrC=1C=C(C=C2C=CN(C12)C)OCOC